tert-butyl (R)-(1-((2-((4-(4-(morpholino-d8)-7-((2-(trimethylsilyl)ethoxy)methyl)-7H-pyrrolo[2,3-d]pyrimidin-6-yl)phenyl)carbamoyl)pyridin-4-yl)methyl)piperidin-3-yl)carbamate O1C(C(N(C(C1([2H])[2H])([2H])[2H])C=1C2=C(N=CN1)N(C(=C2)C2=CC=C(C=C2)NC(=O)C2=NC=CC(=C2)CN2C[C@@H](CCC2)NC(OC(C)(C)C)=O)COCC[Si](C)(C)C)([2H])[2H])([2H])[2H]